FC1=CC=C(C=C1)N1C(C(=NC(=C1)CCCO)C=1C=NN(C1)CC1=CC=C(C=C1)OC)=O 1-(4-fluorophenyl)-5-(3-hydroxypropyl)-3-(1-(4-methoxybenzyl)-1H-pyrazol-4-yl)pyrazin-2(1H)-one